Cl.FC(C=1C=C(C=CC1)[C@@H](C)N)(F)F (R)-1-(3-(trifluoromethyl)phenyl)ethan-1-amine hydrochloride